((2S,6R)-2,6-dimethylmorpholino)(3-(2-(4-(methylsulfinyl)phenyl)furo[3,2-b]pyridin-7-yl)phenyl)methanone C[C@@H]1O[C@@H](CN(C1)C(=O)C1=CC(=CC=C1)C1=C2C(=NC=C1)C=C(O2)C2=CC=C(C=C2)S(=O)C)C